BrC1=CC(=CC2=C1NC(=N2)C=2C=C(C=CC2)NC=2N=NC(=CC2)C2=CC=CC=C2)F N-[3-(7-bromo-5-fluoro-1H-benzo[d]imidazol-2-yl)phenyl]-6-phenylpyridazin-3-amine